6-(2-(1-(4-(2,4-dioxotetrahydropyrimidin-1(2H)-yl)phenyl)piperidin-4-yl)ethoxy)-2-(4-phenoxyphenyl)-9,10-dihydro-4H-benzo[d]pyrazolo[1,5-a][1,3]diazepine-3-carboxamide O=C1N(CCC(N1)=O)C1=CC=C(C=C1)N1CCC(CC1)CCOC=1C=CC2=C(NC=3N(CC2)N=C(C3C(=O)N)C3=CC=C(C=C3)OC3=CC=CC=C3)C1